ClC(C1=CC(=NC=2N1N=C(C2)C(=O)NCCCCCCNC=2C=C1C(N(C(C1=CC2)=O)C2C(NC(CC2)=O)=O)=O)C=2SC=CC2)(F)F 7-(chlorodifluoromethyl)-N-(6-{[2-(2,6-dioxohexahydropyridin-3-yl)-1,3-dioxo-2,3-dihydro-1H-isoindol-5-yl]amino}hexyl)-5-(thiophen-2-yl)pyrazolo[1,5-a]pyrimidine-2-carboxamide